ClC1=CC(=C(C=C1)N1CCC(CC1)N1C(NCC1)=O)F (1-(4-chloro-2-fluorophenyl)piperidin-4-yl)imidazolidin-2-one